pyridin-2-yl piperidine-4-carboxylate N1CCC(CC1)C(=O)OC1=NC=CC=C1